C(=O)O.O[C@H]1C[C@H](CC1)N1N=C(C(=C1)NC(=O)C=1OC(=CC1)C=1C=NNC1)C1=NC=CC=C1 N-(1-((1S,3R)-3-hydroxycyclopentyl)-3-(pyridin-2-yl)-1H-pyrazol-4-yl)-5-(1H-pyrazol-4-yl)furan-2-carboxamide formate